(S)-N-(4-((2-(1,1-difluoroethyl)-6-methylpyrimidin-4-yl)amino)-5-((5,5-dimethyl-1,4-dioxan-2-yl)methoxy)pyridin-2-yl)acetamide FC(C)(F)C1=NC(=CC(=N1)NC1=CC(=NC=C1OC[C@@H]1OCC(OC1)(C)C)NC(C)=O)C